6-(isopropylsulfonyl)-2,2,4-trimethyl-8-(6-methyl-7-oxo-6,7-dihydro-1H-pyrrolo[2,3-c]pyridin-4-yl)-2H-1,4-benzoxazin-3(4H)-one C(C)(C)S(=O)(=O)C=1C=C(C2=C(N(C(C(O2)(C)C)=O)C)C1)C=1C2=C(C(N(C1)C)=O)NC=C2